N-[3-(3-cyclopropylpyrazol-1-yl)-4-(1,1-dioxo-1,4-thiazinane-4-carbonyl)phenyl]cyclopropanecarboxamide C1(CC1)C1=NN(C=C1)C=1C=C(C=CC1C(=O)N1CCS(CC1)(=O)=O)NC(=O)C1CC1